17-Amino-6-hydroxy-11-methyl-6,15-bis(trifluoromethyl)-19-oxa-3,4,11,18-tetrazatricyclo[12.3.1.12,5]nonadeca-1(18),2,4,14,16-pentaen-12-one NC1=CC(=C2CC(N(CCCCC(C3=NN=C(C1=N2)O3)(C(F)(F)F)O)C)=O)C(F)(F)F